N1=CC=C(C2=CN=CC=C12)C1=CC(=C(OC[C@@](CC(C)C)(C)NC(OC(C)(C)C)=O)C=C1)C(F)(F)F (S)-tert-butyl (1-(4-(1,6-naphthyridin-4-yl)-2-(trifluoromethyl)phenoxy)-2,4-dimethylpentan-2-yl)carbamate